(S)-N-(5-methyl-4-oxo-2,3,4,5-tetrahydrobenzo[b][1,4]oxazepine-3-yl)-3-phenylimidazo[2,1-b]thiazole-6-carboxamide CN1C2=C(OC[C@@H](C1=O)NC(=O)C=1N=C3SC=C(N3C1)C1=CC=CC=C1)C=CC=C2